S(SCC[C@H](CS(=O)[O-])N)CC[C@H](CS(=O)[O-])N.[Na+].[Na+] sodium (2R,2'R)-4,4'-disulfanediylbis(2-aminobutane-1-sulfinate)